C(C)(C)(C)OC(NCCCN1N=CC(=C1)C1=CC=C(C=C1)OCC(ON1C(C2=CC=CC=C2C1=O)=O)P(=O)(OC)OC)=O (3-(4-(4-(2-(dimethoxyphosphoryl)-2-((1,3-dioxoisoindolin-2-yl)oxy)-ethoxy)phenyl)-1H-pyrazol-1-yl)propyl)carbamic acid tert-butyl ester